C(#N)C[C@H]1CN(CCN1)C1=CC(=NC(=N1)NCC1N(CCC1)C)C(=O)NC1=CC(=CC2=CC=CC=C12)O 6-[(3S)-3-(cyanomethyl)piperazin-1-yl]-N-(3-hydroxy-1-naphthyl)-2-[(1-methylpyrrolidin-2-yl)methylamino]pyrimidine-4-carboxamide